[Si](C)(C)(C(C)(C)C)OC1CC2(CNC2)C1 6-((tert-butyldimethylsilyl)oxy)-2-azaspiro[3.3]Heptane